(e)-2-(2-(1-trityl-1H-imidazol-4-yl)benzylidene)cyclobutan-1-one C(C1=CC=CC=C1)(C1=CC=CC=C1)(C1=CC=CC=C1)N1C=NC(=C1)C1=C(\C=C/2\C(CC2)=O)C=CC=C1